2-(4-cyclopropyl-6-methoxypyrimidin-5-yl)-8-(4-(5-methyl-3-(trifluoromethyl)-1H-pyrazol-1-yl)benzyl)-5,8-dihydropyrido[2,3-d]pyrimidin-7(6H)-one C1(CC1)C1=NC=NC(=C1C=1N=CC2=C(N1)N(C(CC2)=O)CC2=CC=C(C=C2)N2N=C(C=C2C)C(F)(F)F)OC